BrC=1C=C2C(=NC1)N(C=C2)C2CC(C2)(C)O[Si](C)(C)C(C)(C)C 5-bromo-1-[(cis)-3-[(tert-butyldimethylsilyl)oxy]-3-methylcyclobutyl]-1H-pyrrolo[2,3-b]pyridine